C(CCCC)(=O)N1C(NC(C1=O)(C1=CC=CC=C1)C1=CC=CC=C1)=O 3-pentanoyl-5,5-diphenylhydantoin